ClC=1C(=NC(=NC1)NC)C1=CC=C2CN(C(C2=C1)=O)[C@@H](C(=O)N[C@H](CO)C1=CC(=CC=C1)C(F)(F)F)C (2R)-2-{6-[5-chloro-2-(methylamino)pyrimidin-4-yl]-1-oxo-2,3-dihydro-1H-isoindol-2-yl}-N-[(1S)-2-hydroxy-1-[3-(trifluoromethyl)phenyl]ethyl]propanamide